[1,3]dioxin-4-formamide O1COC(C=C1)C(=O)N